FC1=C(C=C(C=C1)C(F)(F)F)C1CN(CC1)C[C@@H](CCNC(=O)C1CC2=CN(N=C2CC1)C)O N-((3R)-4-(3-(2-Fluoro-5-(trifluoromethyl)phenyl)pyrrolidin-1-yl)-3-hydroxybutyl)-2-methyl-4,5,6,7-tetrahydro-2H-indazole-5-carboxamide